N-Bocpyrrolidin-3-one C(=O)(OC(C)(C)C)N1CC(CC1)=O